Methyl 1-(4-fluoro-3-hydroxyphenyl)-5-(4-(methylsulfonyl)piperazin-1-yl)-1H-indole-2-carboxylate FC1=C(C=C(C=C1)N1C(=CC2=CC(=CC=C12)N1CCN(CC1)S(=O)(=O)C)C(=O)OC)O